C(CCCC)C=1C(OC(C1)=O)=O 3-pentyl-2,5-furandione